(S)-2-(3-fluoro-2-methoxy-5-(oxetan-3-yl)phenyl)-2-((R)-3-((5-(5,6,7,8-tetrahydro-1,8-naphthyridin-2-yl)pentyl)oxy)pyrrolidin-1-yl)acetic acid FC=1C(=C(C=C(C1)C1COC1)[C@@H](C(=O)O)N1C[C@@H](CC1)OCCCCCC1=NC=2NCCCC2C=C1)OC